1,4-bis-[4-(6-acryloyloxyhexyloxy)-benzoyloxy]-2-methylbenzene C(C=C)(=O)OCCCCCCOC1=CC=C(C(=O)OC2=C(C=C(C=C2)OC(C2=CC=C(C=C2)OCCCCCCOC(C=C)=O)=O)C)C=C1